O1C2=C(OCC1)C=C(C=C2)CN(CCC2=CC=C(C=C2)NC(=O)C2=C(C=C(C(=C2)OC)OC)NC(=O)C=2OC1=CC=CC=C1C(C2)=O)C N-(2-((4-(2-(((2,3-Dihydrobenzo[b][1,4]dioxin-6-yl)methyl)(methyl)amino)ethyl)phenyl)carbamoyl)-4,5-dimethoxyphenyl)-4-oxo-4H-chromene-2-carboxamide